OCC1CNC(O1)=O 5-Hydroxymethyloxazolidin-2-one